3-(7-oxo-1'-(quinolin-5-ylmethyl)-5,7-dihydro-2H,6H-spiro[furo[2,3-f]isoindole-3,4'-piperidin]-6-yl)piperidine-2,6-dione O=C1N(CC=2C=C3C(=CC12)OCC31CCN(CC1)CC1=C3C=CC=NC3=CC=C1)C1C(NC(CC1)=O)=O